2-(2,6-dichloro-4-(6-(difluoromethyl)-3,5-dioxo-4,5-dihydro-1,2,4-triazin-2(3H)-yl)phenoxy)-5-hydroxy-N-((1r,4r)-4-hydroxycyclohexyl)pyridine-4-sulfonamide ClC1=C(OC2=NC=C(C(=C2)S(=O)(=O)NC2CCC(CC2)O)O)C(=CC(=C1)N1N=C(C(NC1=O)=O)C(F)F)Cl